C(CCCCCCCCCCCCC)OS(O)(=O)=O Tetradecyl-Sulfuric Acid